4-ethyl-3,5-dimethyl-2H-pyrrole C(C)C1=C(CN=C1C)C